2,4,4-Trimethylhexamethylendiisocyanate CC(CN=C=O)CC(CCN=C=O)(C)C